FC(COC1=NC=CC(=C1)CNC(=O)NCC1(CC1)C(F)(F)F)(F)F 1-[[2-(2,2,2-trifluoro-ethoxy)pyridin-4-yl]methyl]-3-[[1-(trifluoro-methyl)cyclopropyl]methyl]urea